[5-(5-fluoro-2-methoxypyridin-4-yl)-1H-pyrazole-3-carbonyl]-N-[(R)-pyrrolidin-3-yl]-4-azaspiro[2.5]octane-7-carboxamide FC=1C(=CC(=NC1)OC)C1=CC(=NN1)C(=O)C1CC12NCCC(C2)C(=O)N[C@H]2CNCC2